COC(=O)C1=CC=C2C=CN=CC2=C1 Isoquinoline-7-carboxylic acid methyl ester